ethyl 2-[[tert-butoxycarbonyl-[2-(3-cyclopropyl-4,5-dihydroisoxazol-5-yl)-5-ethylsulfonyl-1-methyl-imidazol-4-yl]amino]methyl]-5-(trifluoromethyl)pyridine-3-carboxylate C(C)(C)(C)OC(=O)N(C=1N=C(N(C1S(=O)(=O)CC)C)C1CC(=NO1)C1CC1)CC1=NC=C(C=C1C(=O)OCC)C(F)(F)F